FC1([C@@H]2CCC=3[N+]([C@@H]21)=NOC3[O-])F |r| Racemic-(5aR,6aS)-6,6-Difluoro-5,5a,6,6a-tetrahydro-4H-cyclopropa[e][1,2,3]oxadiazolo[3,4-a]pyridin-7-ium-3-olate